ON1C(C(=C(C=C1)C)CC(CC(C)(C)C)C)=O 1-hydroxy-4-methyl-(2,4,4-trimethylpentyl)-2(1H)pyridinone